O-methyl-phenylboronic acid COB(O)C1=CC=CC=C1